FC=1C=CC2=C(C(=NCC(N2)=O)C=2NC=CC2)C1 7-fluoro-1,3-dihydro-5-(1H-pyrrol-2-yl)-2H-1,4-benzodiazepin-2-one